N1(CCNCC1)CCCS(=O)(=O)O piperazine-1-propanesulfonic acid